COC1=NC=CC=C1C=1C=C2C(=CN(C=C2)CC=2SC3=C(N2)C=CC(=C3)C)N1 2-[[2-(2-methoxy-3-pyridinyl)pyrrolo[2,3-c]pyridin-6-yl]methyl]-6-methyl-1,3-benzothiazole